(R)-1-(4-((5-(benzo[d]thiazol-6-yl)-4-methoxypyrrolo[2,1-f][1,2,4]triazin-2-yl)amino)-3,3-difluoropiperidin-1-yl)ethan-1-one S1C=NC2=C1C=C(C=C2)C=2C=CN1N=C(N=C(C12)OC)N[C@H]1C(CN(CC1)C(C)=O)(F)F